CC1=C(C(=O)P(O)=O)C(=CC(=C1)C)C (2,4,6-trimethylbenzoyl)phosphinic acid